methylcycloHexene CC1=CCCCC1